COC1=C(C=CC=N1)CNC 6-methoxy-5-((methylamino)methyl)pyridine